(1S,2S,5R)-N-(2-(3,4-dimethoxyphenyl)-2-oxoethyl)-1-hydroxy-2-isopropyl-5-methylcyclohexane-1-carboxamide COC=1C=C(C=CC1OC)C(CNC(=O)[C@]1([C@@H](CC[C@H](C1)C)C(C)C)O)=O